The molecule is an acyl-CoA(4-) oxoanion arising from deprotonation of the phosphate and diphosphate OH groups of [(2R)-3,3,4-trimethyl-6-oxo-3,6-dihydro-1H-pyran-2-yl]acetyl-CoA; major species at pH 7.3. It is a conjugate base of a [(2R)-3,3,4-trimethyl-6-oxo-3,6-dihydro-1H-pyran-2-yl]acetyl-CoA. CC1=CC(=O)O[C@@H](C1(C)C)CC(=O)SCCNC(=O)CCNC(=O)[C@@H](C(C)(C)COP(=O)([O-])OP(=O)([O-])OC[C@@H]2[C@H]([C@H]([C@@H](O2)N3C=NC4=C(N=CN=C43)N)O)OP(=O)([O-])[O-])O